Cl.N1(N=CC2=CC=CC=C12)C=1C(=NC=CC1)[C@H](CC1=CC=CC(=N1)C(=O)N)N (S)-6-{2-[3-(1H-indazol-1-yl)pyridine-2-yl]-2-aminoethyl}pyridine-2-carboxamide hydrochloride